F[C@@H]1C[C@H](N(C1)C(=O)C1(CC1)C(F)(F)F)C(=O)N[C@H](C#CC=1OC(=NN1)C)CC(=O)N (2S,4r)-4-fluoro-N-[(1S)-1-(2-amino-2-oxo-ethyl)-3-(5-methyl-1,3,4-oxadiazol-2-yl)prop-2-ynyl]-1-[1-(trifluoromethyl)cyclopropanecarbonyl]pyrrolidine-2-carboxamide